C(CCC)C1=CC=C(C=C1)C=1OC2=C(C(=C(C=3C2=C(C1C1=CC=C(C=C1)CCCC)C=C(C3)F)C3=CC=C(C=C3)CCCC)C3=CC=C(C=C3)CCCC)N3C=NCCC3 2,3,7,8-tetrakis(4-butylphenyl)-5-fluorobenzo[de]chromen-9-yl-1,4,5,6-tetrahydropyrimidine